3-(phosphonooxy)benzoic acid P(=O)(O)(O)OC=1C=C(C(=O)O)C=CC1